2-(2-fluoro-4-(2-((5-methyl-4-(1-methyl-1H-pyrazol-5-yl)thiazol-2-yl)amino)-2-oxoethyl)phenoxy)pyridine-3-carboxamide FC1=C(OC2=NC=CC=C2C(=O)N)C=CC(=C1)CC(=O)NC=1SC(=C(N1)C1=CC=NN1C)C